trans-methyl 4-[(1S)-1-[3-[4-[2-(2-amino-3-pyridyl)-5-phenyl-imidazo[4,5-b]pyridin-3-yl]phenyl]azetidin-1-yl]ethyl]cyclohexanecarboxylate NC1=NC=CC=C1C1=NC=2C(=NC(=CC2)C2=CC=CC=C2)N1C1=CC=C(C=C1)C1CN(C1)[C@@H](C)[C@@H]1CC[C@H](CC1)C(=O)OC